rac-((2R,4R,5R)-4-(benzylamino)-5-fluorotetrahydro-2H-pyran-2-yl)methanol C(C1=CC=CC=C1)N[C@@H]1C[C@@H](OC[C@@H]1F)CO |r|